iron-copper palladium [Pd].[Cu].[Fe]